C[C@H]1COC2(CN(C2)C(=O)OCC2=CC=CC=C2)CC1 (R)-benzyl 7-methyl-5-oxa-2-azaspiro[3.5]nonane-2-carboxylate